tert-Butyl 2,7-dibromospiro[fluorene-9,4-piperidine]-1-carboxylate BrC1=C(C2=C(C=C1)C1=CC=C(C=C1C21CCNCC1)Br)C(=O)OC(C)(C)C